FC1=CC=C(C=C1)[N+]1=CC=C(C=C1)C1=CC=[N+](C=C1)C1=CC=C(C=C1)F bis(4-fluorophenyl)-4,4'-bipyridinium